2-amino-3,5-dimethylbenzenesulfonic acid NC1=C(C=C(C=C1C)C)S(=O)(=O)O